C(C)ONC(=O)C=1C=NN(C1)CC=1SC(=CC1)C1=NOC(=N1)C(F)(F)F N-ethoxy-1-[[5-[5-(trifluoromethyl)-1,2,4-oxadiazol-3-yl]-2-thienyl]methyl]pyrazole-4-carboxamide